diphenyl-((trimethylsiloxy)methyl)pyrrolidine C1(=CC=CC=C1)C1(N(CCC1)CO[Si](C)(C)C)C1=CC=CC=C1